2-methyl-1-(1H-1,2,4-triazol-1-ylmethyl)cyclopentan-1-ol CC1C(CCC1)(O)CN1N=CN=C1